ClCCC(=C(C1=CC=C(C=C1)O)C1=CC=C(C=C1)N1CCC(CC1)CN1C2CN(C(C1)C2)C=2C=C1C(N(C(C1=CC2F)=O)C2C(NC(CC2)=O)=O)=O)C2=CC=C(C=C2)O 5-(5-((1-(4-(4-chloro-1,2-bis(4-hydroxyphenyl)but-1-en-1-yl)phenyl)piperidin-4-yl)methyl)-2,5-diazabicyclo[2.2.1]heptan-2-yl)-2-(2,6-dioxopiperidin-3-yl)-6-fluoroisoindoline-1,3-dione